S1C(=CC=C1)[C@H]1[C@@H](CN(C1)C(=O)OC(C)(C)C)C(NC1=CC(=CC=C1)C=1C=NC=CC1)=O |r| tert-Butyl (±)-trans-4-(thiophen-2-yl)-3-{[3-(pyridin-3-yl)phenyl]carbamoyl}pyrrolidine-1-carboxylate